CC(CC)=NO butanone oxime